CC=1C(NC=CC1)=O methyl-pyridin-2-one